C(CCCCC)C=1C(NC(NC1)=S)=O 5-n-hexyl-2-thiouracil